(1R,3R,5S)-N-ethyl-3-methyl-7-oxo-1-({[(cis)-4-phenylcyclohexyl]oxy}methyl)-9-oxa-2,6-diazaspiro[4.5]decane-2-carboxamide C(C)NC(=O)N1[C@H]([C@]2(C[C@H]1C)NC(COC2)=O)CO[C@@H]2CC[C@@H](CC2)C2=CC=CC=C2